C(CCCC)(=O)C=1C=C2CCCN(C2=C(C1)C1=CC=NC=C1)C(=O)OC(C)(C)C tert-butyl 6-pentanoyl-8-(4-pyridyl)-3,4-dihydro-2H-quinoline-1-carboxylate